FC1(CCN(CC1)C(=O)C1=C(C=C(C=C1)C1=NN=C(N1)C)C1=NN(C=C1)CC)F (4,4-difluoro-1-piperidyl)-[2-(1-ethylpyrazol-3-yl)-4-(5-methyl-4H-1,2,4-triazol-3-yl)phenyl]methanone